N-cyclobutyl-3-(5-piperazin-1-ylpyrazolo[1,5-a]pyrimidin-3-yl)pyridin-2-amine C1(CCC1)NC1=NC=CC=C1C=1C=NN2C1N=C(C=C2)N2CCNCC2